C(C1=CC=CC=C1)OC(=O)C1C(CC(CC1C1=CC=C(C=C1)Br)(F)F)C(=O)O 2-((benzyloxy)carbonyl)-3-(4-bromophenyl)-5,5-difluorocyclohexane-1-carboxylic acid